BrC1=CC(=C(C(=C1)C(C(Cl)(Cl)Cl)=O)NC(OCC)=O)C ethyl (4-bromo-2-methyl-6-(2,2,2-trichloroacetyl)phenyl)carbamate